4-(7-methoxy-6-(4-methyl-1H-imidazol-1-yl)-9-oxo-9H-fluoren-2-yl)-N,N-dimethylbenzamide COC1=C(C=C2C=3C=CC(=CC3C(C2=C1)=O)C1=CC=C(C(=O)N(C)C)C=C1)N1C=NC(=C1)C